(R)-N-(cyclohexyl-(3,5-dichlorophenyl)methyl)-6-isopropoxypyridine-3-sulfonamide C1(CCCCC1)[C@@H](NS(=O)(=O)C=1C=NC(=CC1)OC(C)C)C1=CC(=CC(=C1)Cl)Cl